CN(CCN(CCO)C)C 2-[[2-(Dimethylamino)ethyl]methyl-amino]ethanol